N,N-Dimethyl-tryptamine CN(CCC1=CNC2=CC=CC=C12)C